(R)-4-(4-amino-8-fluoro-6,7-dimethoxyquinazolin-2-yl)-1-(3-(ethylamino)-3-(4-fluorophenyl)propanoyl)-1,2,5,6-tetrahydropyridine-3-carboxylic acid NC1=NC(=NC2=C(C(=C(C=C12)OC)OC)F)C1=C(CN(CC1)C(C[C@H](C1=CC=C(C=C1)F)NCC)=O)C(=O)O